F[B-](F)(F)F.ClC=1C=2C3=C(C=[NH+]C3=CC1)C=CC2 6-chlorobenz[cd]indolium tetrafluoroborate